Cl.Cl.C1NCC2=CC(=CC=C12)OCCN(C)C 2-(isoindolin-5-yloxy)-N,N-dimethylethane-1-amine dihydrochloride salt